N-(3-(tert-butylmercapto)-2-chlorophenyl)-2-hydroxy-4-oxo-6,7,8,9-tetrahydro-4H-pyrido[1,2-a]pyrimidine-3-carboxamide C(C)(C)(C)SC=1C(=C(C=CC1)NC(=O)C1=C(N=C2N(C1=O)CCCC2)O)Cl